4-(pentafluorophenoxy)phthalonitrile FC1=C(C(=C(C(=C1OC=1C=C(C(C#N)=CC1)C#N)F)F)F)F